ClC1=NC=C(C(=C1)N1C(C(=C(C=C1C1CC1)OCC1=NC=C(C=C1F)F)Cl)=O)C 2',3-dichloro-6-cyclopropyl-4-((3,5-difluoropyridin-2-yl)methoxy)-5'-methyl-2H-[1,4'-bipyridin]-2-one